C(C)C=1N(C=C(N1)C(=O)[O-])C1=C(C=C(C=C1)CC(C(F)(F)F)C)OC 2-ethyl-1-(2-methoxy-4-(3,3,3-trifluoro-2-methylpropyl)phenyl)-1H-imidazole-4-carboxylate